C(C)OC(\C=C\C1=C(C2=C(N(N=N2)C)C(=C1)Cl)C)=O (2E)-3-(7-chloro-1,4-dimethyl-1H-benzotriazol-5-yl)prop-2-enoic acid ethyl ester